4-methyl-1-[(6-oxo-3-piperidyl)methyl]-5-[[2-[6-(2,2,2-trifluoroethyl)quinazolin-4-yl]-2,7-diazaspiro[3.5]nonan-7-yl]methyl]indole-2-carbonitrile CC1=C2C=C(N(C2=CC=C1CN1CCC2(CN(C2)C2=NC=NC3=CC=C(C=C23)CC(F)(F)F)CC1)CC1CNC(CC1)=O)C#N